5-((2-(4-((3-chloro-5-(cyanomethyl)benzyl)amino)butoxy)ethyl)amino)benzo[c][2,6]naphthyridine-8-carboxamide ClC=1C=C(CNCCCCOCCNC2=NC3=C(C4=CN=CC=C24)C=CC(=C3)C(=O)N)C=C(C1)CC#N